4-hydroxy-1-(2-methoxyphenyl)-6-oxo-1,6-dihydropyridazine-3-carboxylic acid methyl ester COC(=O)C1=NN(C(C=C1O)=O)C1=C(C=CC=C1)OC